BrC=1C=NN(C1C#N)C 4-bromo-1-methyl-1H-pyrazole-5-carbonitrile